1-benzyl-N5-isopropyl-N3-methyl-1H-pyrazole-3,5-dicarboxamide C(C1=CC=CC=C1)N1N=C(C=C1C(=O)NC(C)C)C(=O)NC